cis-N-ethyl-3-((methylsulfonyl)amino)-2-(4-phenoxybenzyl)piperidine-1-carboxamide C(C)NC(=O)N1[C@H]([C@H](CCC1)NS(=O)(=O)C)CC1=CC=C(C=C1)OC1=CC=CC=C1